CC1(C2=CC=CC=C2C=2C=CC(=CC12)C=1C=C(C=CC1)C1=CC(=CC=C1)C1=NC(=NC(=N1)C1=CC=CC=C1)C1=CC=CC=C1)C 2-[3'-(9,9-dimethyl-9H-fluoren-2-yl)biphenyl-3-yl]-4,6-diphenyl-1,3,5-triazin